tert-butyl-{4-cyano-6-[(4-methoxyphenyl) amino] pyrimidin-2-yl}-5-amino-1H-pyrazole-4-carboxylate C(C)(C)(C)OC(=O)C=1C=NN(C1N)C1=NC(=CC(=N1)C#N)NC1=CC=C(C=C1)OC